3-aminopentane-2,4-diol NC(C(C)O)C(C)O